O=C1NC(CCC1N1C(C2=CC=CC(=C2C1)NCCCCCCC(=O)N1CCC(CC1)C1=CC=C(C(=O)N2CCC(CC2)CCCCNC(\C=C\C=2C=NC=CC2)=O)C=C1)=O)=O (E)-N-(4-(1-(4-(1-(7-((2-(2,6-dioxopiperidin-3-yl)-1-oxoisoindolin-4-yl)amino)heptanoyl)piperidin-4-yl)benzoyl)piperidin-4-yl)butyl)-3-(pyridin-3-yl)acrylamide